ClC1=C(C=CC=C1)CC(=O)NC1=CC(=C2C=CC(=NC2=C1)C#C)S(N)(=O)=O 2-(2-chlorophenyl)-N-(2-ethynyl-5-sulfamoylquinolin-7-yl)acetamide